OC1C(=C(C(C(C1C(C=C(CCC=C(CCCC(C)C)C)C)O)C)=O)OC)OC 4-hydroxy-5-(l-1-hydroxy-3,7,11-trimethyldodeca-2,6-dienyl)-2,3-dimethoxy-6-methylcyclohex-2-enone